(R)-1-(4-bromobenzyl)-4-phenylhexahydropyrimidine BrC1=CC=C(CN2CN[C@H](CC2)C2=CC=CC=C2)C=C1